2-(7-(2,6-dimethylmorpholino)isoquinolin-3-yl)spiro[3.3]heptane-2,6-diamine CC1OC(CN(C1)C1=CC=C2C=C(N=CC2=C1)C1(CC2(C1)CC(C2)N)N)C